NC=1C2=C(N=CN1)N(C(=C2C2=CCC(CC2)C(=O)NCC2CCC2)C2=CC=C(C=C2)NC(C(=C)C)=O)C 4-(4-amino-6-(4-methacrylamido-phenyl)-7-methyl-7H-pyrrolo[2,3-d]pyrimidin-5-yl)-N-(cyclobutylmethyl)cyclohex-3-ene-1-carboxamide